O1CCOCC12CCN(CC2)C2=NC=CC(=N2)NC=2N=CC1=C(C=CC(=C1C2)C(C)C)N2CC(C2)CS(=O)(=O)C N-(2-{1,4-dioxa-9-azaspiro[5.5]undecan-9-yl}pyrimidin-4-yl)-8-[3-(methanesulfonylmeth-yl)azetidin-1-yl]-5-(propan-2-yl)isoquinolin-3-amine